OCC=1C(=CC(=NC1)N1N=CC(=C1)S(=O)(=O)NC=1C(=CC=C2C=NN(C12)C)OC)C 1-[5-(HYDROXYMETHYL)-4-METHYLPYRIDIN-2-YL]-N-(6-METHOXY-1-METHYLINDAZOL-7-YL)PYRAZOLE-4-SULFONAMIDE